C(C)(=O)OC[C@@]1(C([C@H]1C=O)(F)F)C ((1R,3R)-2,2-difluoro-3-formyl-1-methylcyclopropyl)methyl acetate